N-nonyl-N-undecylurea C(CCCCCCCC)N(C(=O)N)CCCCCCCCCCC